OC1=C(C=CC(=C1C)OCCC)C1=NC(=NC(=N1)C1=C(C(=C(C=C1)OCCC)C)O)C1=CC=C(C=C1)C 2,4-bis(2-hydroxy-3-methyl-4-propyloxyphenyl)-6-(4-methylphenyl)-1,3,5-triazine